6-(5-{(1S)-1-[3,5-bis(trifluoromethyl)benzamido]ethyl}-1H-1,2,4-triazol-1-yl)nicotinic acid FC(C=1C=C(C(=O)N[C@@H](C)C2=NC=NN2C2=NC=C(C(=O)O)C=C2)C=C(C1)C(F)(F)F)(F)F